6-((1-((1-(2-hydroxyethoxy)-2-methylpropan-2-yl)sulfonyl)cyclopropyl)methyl)-1-methyl-7-oxo-4,5,6,7-tetrahydro-1H-pyrazolo[3,4-c]pyridine-3-carboxylic acid OCCOCC(C)(C)S(=O)(=O)C1(CC1)CN1C(C2=C(CC1)C(=NN2C)C(=O)O)=O